CC=1N=C(C2=C(N1)C=NC(=C2)N2CC1(C2)CNC(C1)=O)N[C@H](C)C1=CC(=CC=C1)C(F)(F)F 2-[2-methyl-4-({(1R)-1-[3-(trifluoromethyl)phenyl]ethyl}amino)pyrido[3,4-d]pyrimidin-6-yl]-2,6-diazaspiro[3.4]octan-7-one